C(C)(C)(C)C1=NN=C(O1)C(=O)N1[C@H](C2=C(CC1)NC=N2)C2=NN1C(C=CC(=C1)C)=C2 (R)-(5-(tert-butyl)-1,3,4-oxadiazol-2-yl)(4-(6-methylpyrazolo[1,5-a]pyridin-2-yl)-6,7-dihydro-1H-imidazo[4,5-c]pyridin-5(4H)-yl)methanone